4-[4-[[[4-[(3R,5R)-5-[(5-bromo-1-methyl-6-oxo-pyridazin-4-yl)amino]-1-methyl-3-piperidyl]phenyl]methyl-methyl-amino]methyl]phenoxy]-2-(2,6-dioxo-3-piperidyl)isoindoline-1,3-dione BrC1=C(C=NN(C1=O)C)N[C@@H]1C[C@@H](CN(C1)C)C1=CC=C(C=C1)CN(C)CC1=CC=C(OC2=C3C(N(C(C3=CC=C2)=O)C2C(NC(CC2)=O)=O)=O)C=C1